[4-(4-methyl-1,3-thiazol-5-yl)phenyl]Methyl-pyrrolidine-2-carboxamide CC=1N=CSC1C1=CC=C(C=C1)CN1C(CCC1)C(=O)N